4-fluoro-N,N-dimethylbenzamide CN(C)C(=O)C1=CC=C(C=C1)F